1-(2-(6-(4-((4-cyclopropylpyridin-2-yl)oxy)phenyl)quinazolin-8-yl)pyrrolidin-1-yl)but-2-yn-1-one C1(CC1)C1=CC(=NC=C1)OC1=CC=C(C=C1)C=1C=C2C=NC=NC2=C(C1)C1N(CCC1)C(C#CC)=O